OC1CC2CN([C@@H]1CC2)C(=O)OC(C)(C)C |r| (R/S)-tert-Butyl 6-hydroxy-2-azabicyclo[2.2.2]octane-2-carboxylate